C(C1=CC=CC=C1)OC1=CC=C(N=N1)C1CN(CCC1(F)F)C(=O)OC(C)(C)C tert-butyl 3-(6-(benzyloxy) pyridazin-3-yl)-4,4-difluoropiperidine-1-carboxylate